FC(C1=NN=C(O1)C=1C=CC(=NC1)CN1C(OC2=C1C=C(C(=C2)C2=CC=NC=C2)F)=O)F 3-((5-(5-(difluoromethyl)-1,3,4-oxadiazole-2-yl)pyridine-2-yl)methyl)-5-fluoro-6-(pyridine-4-yl)benzo[d]oxazole-2(3H)-one